C(CCCCC)OCCCCCC DIHEXYL ETHER